(R)-1-[6-(5-Methyl-1,2,4-oxadiazol-3-yl)[1,3]thiazolo[4,5-b]pyridin-2-yl]-N-[(1R)-1-phenylethyl]pyrrolidin-2-carboxamid CC1=NC(=NO1)C=1C=C2C(=NC1)N=C(S2)N2[C@H](CCC2)C(=O)N[C@H](C)C2=CC=CC=C2